(S)-2-Methyl-5-((1-methylazetidin-2-yl)methoxy)-N-(1-(7-(5-(pyrrolidine-1-carbonyl)thiophen-2-yl)quinolin-5-yl)cyclopropyl)benzamide CC1=C(C(=O)NC2(CC2)C2=C3C=CC=NC3=CC(=C2)C=2SC(=CC2)C(=O)N2CCCC2)C=C(C=C1)OC[C@H]1N(CC1)C